C1(CC1)COC1=CC=C(C(=C1COC=1C(=CC(=C(C1)N1C(NC2=C(C1=O)C(=CS2)C=O)=O)F)OC)F)F 3-(5-((6-(cyclopropylmethoxy)-2,3-difluorobenzyl)oxy)-2-fluoro-4-methoxyphenyl)-2,4-dioxo-1,2,3,4-tetrahydrothieno[2,3-d]pyrimidine-5-carboxaldehyde